FC1=C(C(=C(C(=C1F)F)F)F)[B-](C1=C(C(=C(C(=C1F)F)F)F)F)(C1=C(C(=C(C(=C1F)F)F)F)F)C1=C(C(=C(C(=C1F)F)F)F)F.C[NH3+] methylammonium tetrakis(perfluorophenyl)borate